2,6-dichloro-4-phenoxybenzoic acid ClC1=C(C(=O)O)C(=CC(=C1)OC1=CC=CC=C1)Cl